BrC=1C=C(C=CC1)C1(CCC1)CC=1N(C(=NN1)S)C 5-((1-(3-bromophenyl)cyclobutyl)methyl)-4-methyl-4H-1,2,4-triazole-3-thiol